N1N=CN=C1C1CN(C1)C(=O)N1CC(C1)C1=CC=C(C=C1)N1CC(C1)C(F)(F)F [3-(1H-1,2,4-Triazol-5-yl)azetidin-1-yl]-[3-[4-[3-(trifluoromethyl)azetidin-1-yl]phenyl]azetidin-1-yl]methanone